(3S,4R,5R)-3,4,5-tris(benzyloxy)-1-((R)-pyrrolidin-3-ylmethyl)piperidine C(C1=CC=CC=C1)O[C@H]1CN(C[C@H](C1OCC1=CC=CC=C1)OCC1=CC=CC=C1)C[C@H]1CNCC1